3-hydroxy-4-isopropyl-4'-fluoro-(E)-stilbene OC=1C=C(C=CC1C(C)C)\C=C\C1=CC=C(C=C1)F